METHYLETHYLPYRAZINE CC=1C(=NC=CN1)CC